diindium disilicate [Si]([O-])([O-])([O-])[O-].[Si]([O-])([O-])(O)O.[In+3].[In+3]